C(=O)C=1NC=CN1 2-FORMYLIMIDAZOLE